C(#N)C=1C=C(C=CC1)NC(C1=C(C=CC(=C1)C(F)(F)F)OC1=C(C=C(C=C1)F)C)=O N-(3-cyanophenyl)-2-(4-fluoro-2-methylphenoxy)-5-(trifluoromethyl)benzamide